2,3-dimethyl-cyclopropyl-carboxylic acid benzyl ester C(C1=CC=CC=C1)OC(=O)C1C(C1C)C